CCCC1=NC=C(C(=N1)N)C[N+]2=CC=CC=C2C.[Cl-] The molecule is an organic chloride salt having 1-[(4-amino-2-propylpyrimidin-5-yl)methyl]-2-methylpyridin-1-ium as the counterion. Used for prevention of coccidiosis in poultry and cattle. It has a role as a coccidiostat. It is a pyridinium salt and an organic chloride salt. It contains an amprolium(1+).